CN(C1CCN(CC1)C([C@H](C[Se]C)NC1=NC=NC2=CC=C(C=C12)C=1C=NC(=C(C#N)C1)OC)=O)C (R)-5-(4-((1-(4-(dimethylamino)-1-piperidinyl)-3-(methylseleno)-1-oxo-2-propanyl)amino)-6-quinazolinyl)-2-methoxynicotinonitrile